C(C)C=1C(=NC=CC1C#N)O[C@H]1CN([C@@H](CC1)C)C(=O)C1=C(C=CC=C1)N1N=CC=N1 3-ethyl-2-{[(3R,6R)-6-methyl-1-{[2-(2H-1,2,3-triazol-2-yl)phenyl]carbonyl}piperidin-3-yl]oxy}pyridine-4-carbonitrile